5-(benzyloxy)-N-[2-(dimethylamino)ethyl]-2-methyl-1-benzothiophene-3-carboxamide C(C1=CC=CC=C1)OC=1C=CC2=C(C(=C(S2)C)C(=O)NCCN(C)C)C1